C1=CC=C(C=C1)C2=C(C3(C(=O)OC(=O)C3(C=C2)C4=CC=CC=C4)C5=CC=CC=C5)C6=CC=CC=C6 tetraphenyl-1,2-dihydrophthalic anhydride